7-[7-(aminocarbonyl)-2H-indazole-2-yl]-1,2,3,4-tetrahydroisoquinolinium NC(=O)C1=CC=CC2=CN(N=C12)C1=CC=C2CC[NH2+]CC2=C1